O=C1O[C@H]2CC[C@@H](C3=CN=C(NC=4C=CC(=C(NCCCCCN1)C4)S(=O)(=O)N)N=C3)C2 (cis)-7-oxo-6-oxa-8,14,20,22,25-pentaazatetracyclo[19.2.2.1^{2,5}.1^{15,19}]heptacosa-1(23),15,17,19(26),21,24-hexaene-16-sulfonamide